3-[[4-[4-[(3R,5R)-5-[(5-bromo-1-methyl-6-oxo-pyridazin-4-yl)amino]-1-methyl-3-piperidyl]benzoyl]piperazin-1-yl]methyl]-N-[2-(2,6-dioxo-3-piperidyl)-1,3-dioxo-isoindolin-4-yl]benzamide BrC1=C(C=NN(C1=O)C)N[C@@H]1C[C@@H](CN(C1)C)C1=CC=C(C(=O)N2CCN(CC2)CC=2C=C(C(=O)NC3=C4C(N(C(C4=CC=C3)=O)C3C(NC(CC3)=O)=O)=O)C=CC2)C=C1